acrylamidomethyl-trimethoxysilane C(C=C)(=O)NC[Si](OC)(OC)OC